Cl.COC12CCC(CC1)(CC2)N 4-methoxybicyclo[2.2.2]Octane-1-amine hydrochloride